2,2-di((8Z,11Z)-Heptadeca-8,11-dien-1-yl)-1,3-dioxolan C(CCCCCC\C=C/C\C=C/CCCCC)C1(OCCO1)CCCCCCC\C=C/C\C=C/CCCCC